[2-[6-(2,2-difluoro-1-methyl-cyclopropyl)-2-pyridyl]-1,6-naphthyridin-7-yl]methanamine FC1(C(C1)(C)C1=CC=CC(=N1)C1=NC2=CC(=NC=C2C=C1)CN)F